N-(6-fluoro-2-((1r,4r)-4-formylcyclohexyl)-2H-indazol-5-yl)-6-(trifluoromethyl)picolinamide FC=1C(=CC2=CN(N=C2C1)C1CCC(CC1)C=O)NC(C1=NC(=CC=C1)C(F)(F)F)=O